4-(3-((8-chloroimidazo[1,2-a]quinazolin-5-yl)(methyl)amino)phenyl)-2-methylbut-3-yn-2-ol ClC1=CC=C2C(=NC=3N(C2=C1)C=CN3)N(C=3C=C(C=CC3)C#CC(C)(O)C)C